ClCC(C[C@]1(N([C@@H]([C@H](C1)F)C)C(=O)OC(C)(C)C)C(=O)OC)=C 1-(tert-butyl) 2-methyl (2R,4S,5R)-2-(2-(chloromethyl)allyl)-4-fluoro-5-methylpyrrolidine-1,2-dicarboxylate